6-(1-(3-amino-4-methylphenyl)-3-nitro-1H-pyrazol-4-yl)-7-fluoro-4,4-dimethyl-3,4-dihydroisoquinolin-1(2H)-one NC=1C=C(C=CC1C)N1N=C(C(=C1)C=1C=C2C(CNC(C2=CC1F)=O)(C)C)[N+](=O)[O-]